2-(tert-butoxycarbonylamino)-3-cyclopropylpropanoic acid C(C)(C)(C)OC(=O)NC(C(=O)O)CC1CC1